ClC=1C=C(C(=O)N2CC=3C(=NN4C3C(N(C[C@H]4C)[C@@H](C)C4=CC=C(C=C4)N4N=C(N=N4)C)=O)C[C@H]2C)C=CC1Cl |o1:18| (3R,7R)-2-(3,4-dichlorobenzoyl)-3,7-dimethyl-9-((S*)-1-(4-(5-methyl-2H-tetrazol-2-yl)phenyl)ethyl)-1,2,3,4,8,9-hexahydropyrido[4',3':3,4]pyrazolo[1,5-a]pyrazin-10(7H)-one